boron bis(acetate) C(C)(=O)[O-].C(C)(=O)[O-].[B+2]